C(C)(C)(C)OC(=O)COCCOCCON1N=CC(=C1)C(=O)OCC ethyl 1-{2-[2-(tert-butoxycarbonylmethoxy)ethoxy] ethoxy}-4-pyrazolecarboxylate